1-(3-acetyl-6-chloro-2-pyridyl)-3-methyl-azetidine-3-carbonitrile C(C)(=O)C=1C(=NC(=CC1)Cl)N1CC(C1)(C#N)C